(S)-4-((5-(2-(3-chloro-4-cyanophenyl)-3-methyl-2,8-diazaspiro[4.5]decan-8-carbonyl)pyridin-2-yl)thio)piperidine-1-carboxylic acid tert-butyl ester C(C)(C)(C)OC(=O)N1CCC(CC1)SC1=NC=C(C=C1)C(=O)N1CCC2(C[C@@H](N(C2)C2=CC(=C(C=C2)C#N)Cl)C)CC1